N-butyl-2-azacyclopentanone C(CCC)N1C(CCC1)=O